C1(CCCC1)NCC Cyclopentylaminoethan